pyridin-2-ylmethyl L-alaninate N[C@@H](C)C(=O)OCC1=NC=CC=C1